4-ethoxy-N-[3-fluoro-4-({2-(5-(morpholinomethyl)pyridin-2-yl)thieno[3,2-b]pyridin-7-yl}oxy)phenyl]-2-oxo-1-phenyl-1,2-dihydropyridine-3-carboxamide C(C)OC1=C(C(N(C=C1)C1=CC=CC=C1)=O)C(=O)NC1=CC(=C(C=C1)OC1=C2C(=NC=C1)C=C(S2)C2=NC=C(C=C2)CN2CCOCC2)F